N=1C=NC(C=2C1C=CN2)=O PYRROLO[3,2-D]PYRIMIDIN-4-ONE